C(C1=CC=CC=C1)OC1=C(C=C(C=C1)Br)OC 1-(Benzyloxy)-4-bromo-2-methoxybenzene